N-(3-amino-2,4-difluorophenyl)-3-fluoropropane-1-sulfonamide NC=1C(=C(C=CC1F)NS(=O)(=O)CCCF)F